C(CCCCC)C1=CSC=C1 3-Hexyl-Thiophene